BrC1=CC=C2C(=N1)CCC2O 2-bromo-6,7-dihydro-5H-cyclopenta[b]pyridin-5-ol